cyclopropyl[5-(2-fluorophenyl)-6-methyl[1,3]thiazolo[4,5-b]pyridin-3(2H)-yl]methanone C1(CC1)C(=O)N1CSC=2C1=NC(=C(C2)C)C2=C(C=CC=C2)F